[(3R,4aS,5S,6S,6aS,10aS,10bR)-3-ethenyl-6-hydroxy-3,4a,7,7,10a-pentamethyl-1-oxo-2,5,6,6a,8,9,10,10b-octahydrobenzo[f]chromen-5-yl]acetate C(=C)[C@@]1(O[C@]2([C@H]([C@H]([C@@H]3[C@@]([C@H]2C(C1)=O)(CCCC3(C)C)C)O)CC(=O)[O-])C)C